(2S,4R)-4-hydroxy-1-((S)-2-(methylamino)propionyl)-N-(4-(4-methylthiazol-5-yl)benzyl)pyrrolidine-2-carboxamide O[C@@H]1C[C@H](N(C1)C([C@H](C)NC)=O)C(=O)NCC1=CC=C(C=C1)C1=C(N=CS1)C